FC1=C(C=C2C=C(NC2=C1)C(=O)OC1=C(C(=C(C(=C1F)F)F)F)F)CP(O)(O)=O ((6-fluoro-2-((perfluorophenoxy)carbonyl)-1H-indol-5-yl)methyl)phosphonic acid